7-{4-[4-(4-{4-[2-(2,6-Dioxopiperidin-3-yl)-1-oxo-2,3-dihydro-1H-isoindol-5-yl]piperazin-1-yl}butoxy)phenyl]piperidin-1-yl}-1H-indole-3-carbonitrile O=C1NC(CCC1N1C(C2=CC=C(C=C2C1)N1CCN(CC1)CCCCOC1=CC=C(C=C1)C1CCN(CC1)C=1C=CC=C2C(=CNC12)C#N)=O)=O